C(C)(C)C1=CCC(CC1)(C)SC[C@H](N)C(=O)OCC ethyl S-(4-isopropyl-1-methylcyclohex-3-en-1-yl)cysteinate